(S)- and (R)-2-((4-cyanophenethyl)amino)-2-phenyl-N-(1-(tetrahydro-2H-pyran-4-yl)-1H-pyrazol-3-yl)acetamide C(#N)C1=CC=C(CCN[C@H](C(=O)NC2=NN(C=C2)C2CCOCC2)C2=CC=CC=C2)C=C1 |r|